1-(4-chloro-3-cyclopropoxyphenyl)-N-((1R,2R)-1-(2,3-dihydrobenzo[b][1,4]dioxin-6-yl)-1-hydroxy-3-(pyrrolidin-1-yl)propan-2-yl)pyrrolidine-3-carboxamide ClC1=C(C=C(C=C1)N1CC(CC1)C(=O)N[C@@H]([C@H](O)C1=CC2=C(OCCO2)C=C1)CN1CCCC1)OC1CC1